Cl.C[C@H]1N[C@@H](CNC1)C (2R,6R)-2,6-dimethylpiperazine hydrochloride